ClC1=CC=C(C[C@H]2CO[C@H](CN2C2CCC(CC2)C=2N=NN(C2)C)C(=O)OC)C=C1 Methyl (2R,5S)-5-(4-chlorobenzyl)-4-(4-(1-methyl-1H-1,2,3-triazol-4-yl)cyclohexyl)morpholin-2-carboxylat